phenyl-azo-beta-naphthol C1(=CC=CC=C1)N=NC1=C(C=CC2=CC=CC=C12)O